CN([C@@H]1CN(CC1)C=1N=C(C2=C(N1)C=CO2)NC=2N=CN(C2)C2=CC(=C(C(=C2)OC)OC)OC)C (S)-2-(3-(dimethylamino)pyrrolidin-1-yl)-N-(1-(3,4,5-trimethoxyphenyl)-1H-imidazol-4-yl)furo[3,2-D]pyrimidin-4-amine